OC=1C=C(C=CC1)C1=C(C=CC=C1)O 2-(3-hydroxyphenyl)phenol